2-(4-cyclopropyl-6-methoxypyrimidin-5-yl)-6H-pyrimido[5,4-b][1,4]oxazin-7(8H)-one C1(CC1)C1=NC=NC(=C1C=1N=CC=2OCC(NC2N1)=O)OC